Methyl (S)-5-(5-amino-1,3-dioxoisoindolin-2-yl)-2-(4-(N-((2,4-diaminopteridin-6-yl)methyl)formamido)-2-fluorobenzamido)pentanoate NC=1C=C2C(N(C(C2=CC1)=O)CCC[C@@H](C(=O)OC)NC(C1=C(C=C(C=C1)N(C=O)CC=1N=C2C(=NC(=NC2=NC1)N)N)F)=O)=O